BrC=1C=C(C(N(C1)C(CNS(=O)(=O)C)CO[C@@H]1CC[C@@H](CC1)C1=CC=CC=C1)=O)C N-[2-(5-bromo-3-methyl-2-oxo-1,2-dihydropyridin-1-yl)-3-{[(CIS)-4-phenylcyclohexyl]oxy}propyl]methane-sulfonamide